(S)-2-amino-3-cyclohexylpropionic acid methyl ester hydrochloride Cl.COC([C@H](CC1CCCCC1)N)=O